C1(=CCC1)C(=O)O cyclobutenecarboxylic acid